2,6-bis[5-(3,7-dimethyloctyl)thiophen-2-yl]-4,8-dithiophen-2-yl-benzo[1,2-d:4,5-d']bisthiazole CC(CCC1=CC=C(S1)C=1SC2=C(N1)C(=C1C(N=C(S1)C=1SC(=CC1)CCC(CCCC(C)C)C)=C2C=2SC=CC2)C=2SC=CC2)CCCC(C)C